N1[C@H](CCC1)C[NH-] |r| racemic-pyrrolidin-2-ylmethyl-amide